3-((6'-Chloro-4-(difluoromethoxy)-[2,3'-bipyridin]-4'-yl)amino)-2,2-dimethylpropan-1-ol ClC1=CC(=C(C=N1)C1=NC=CC(=C1)OC(F)F)NCC(CO)(C)C